4-methyl-5-(3-(3-nitrophenyl)tetrahydrofuran-3-yl)-4H-1,2,4-triazole-3-thiol CN1C(=NN=C1C1(COCC1)C1=CC(=CC=C1)[N+](=O)[O-])S